[C@@H]12C[C@@H](CC[C@H]2C1)N(C(=O)[C@H]1N(C[C@H](C1)F)S(=O)(=O)C1=CC=C(C=C1)OC)CC1=CC2=C(CCO2)C=C1 (2S,4S)-4-Fluoro-1-(4-methoxy-benzenesulfonyl)-pyrrolidine-2-carboxylic acid (1S,3R,6S)-bicyclo[4.1.0]hept-3-yl-(2,3-dihydro-benzofuran-6-ylmethyl)-amide